ClC1=C(C=CC=C1F)CC(=O)NC1=CC(=C(C=C1)OC1=CC(=CC=C1)Cl)S(N)(=O)=O 2-(2-chloro-3-fluorophenyl)-N-[4-(3-chlorophenoxy)-3-sulfamoylphenyl]acetamide